tert-Butyl 11-hydroxy-3,4,10,11-tetrahydro-1H-cyclohepta[3,4]pyrazolo[1,5-a]pyrazine-2(9H)-carboxylate OC1CCC=CC2=NN3C(CN(CC3)C(=O)OC(C)(C)C)=C21